BrC=1C=CC(=C(C1)CN1C(C2=CC=CC=C2C1=O)=O)F 2-[(5-bromo-2-fluorophenyl)methyl]-2,3-dihydro-1H-isoindole-1,3-dione